FC1(CC2(C1)C[C@H](N(CC2)CC2=C1C=CNC1=C(C=C2OC)C)C2=CC=C(C(=O)NC1COC1)C=C2)F (S)-4-(2,2-difluoro-7-((5-methoxy-7-methyl-1H-indol-4-yl)methyl)-7-azaspiro[3.5]nonan-6-yl)-N-(oxetan-3-yl)benzamide